CCCCCCCC=CCCCCCCC=CC=CCCCCC=C pentacosa-8,16,18,24-tetraene